OCCNC(C(=O)O)CCCCCC ((2-hydroxyethyl)amino)octanoic acid